FC=1C=C(C=CC1F)NC(=O)NC1=CC(=C(C=C1)C1=C2CNC(C2=C(C=C1)C=1NC(=CN1)C)=O)F 1-(3,4-difluoro-phenyl)-3-{3-fluoro-4-[7-(5-methyl-1H-imidazol-2-yl)-1-oxo-2,3-dihydro-1H-isoindol-4-yl]-phenyl}-urea